C(C)(C)(C)OC(N[C@H]1C(NC(C1)=O)=O)=O (R)-(2,5-dioxopyrrolidin-3-yl)carbamic acid tert-butyl ester